6-(2-Hydroxy-2-methylpropyloxy)-4-(1',2',3',6'-tetrahydro-[2,4'-bipyridyl]-5-yl)pyrazolo[1,5-a]pyridine-3-carbonitrile hydrochloride Cl.OC(COC=1C=C(C=2N(C1)N=CC2C#N)C=2C=CC(=NC2)C=2CCNCC2)(C)C